6-butoxy-N-(2-(2-cyanopyrrolidin-1-yl)-2-oxoethyl)quinoline-4-carboxamide C(CCC)OC=1C=C2C(=CC=NC2=CC1)C(=O)NCC(=O)N1C(CCC1)C#N